C(C)OC(=O)C=1C(=NC(=CC1C=1C=NN(C1)C)C)C#N 2-Cyano-6-methyl-4-(1-methylpyrazol-4-yl)pyridine-3-carboxylic acid ethyl ester